N=1C=CN2C1C=CC(=C2)COC2=CC=C1CC[C@@H](OC1=C2)C(=O)O |r| (2RS)-7-(imidazo[1,2-a]pyridin-6-ylmethoxy)chromane-2-carboxylic acid